COC=1C=C(C=C(C1)N1N=C(C2=CC=CC=C12)C1=CC=C(C=C1)C(F)(F)F)NC(C=C)=O N-(3-methoxy-5-(3-(4-(trifluoro-methyl)phenyl)-1H-indazol-1-yl)-phenyl)acrylamide